FC=1C=CC2=C(C=C(O2)C=2OC(=NN2)SSCC)C1 2-(5-fluorobenzofuran-2-yl)-5-(ethyldithio)-1,3,4-oxadiazole